C[C@@]12[C@H](C[C@@H](CC1)C2(C)C)NCCCCCCCNC=2C=C(C=CC2)N2C(NC(CC2)=O)=O 1-(3-((7-(((1R,2S,4R)-1,7,7-trimethylbicyclo[2.2.1]heptane-2-yl)amino)heptyl)amino)phenyl)dihydropyrimidine-2,4(1H,3H)-dione